FC(C1=NN2C(N=C(C=C2NC[C@H](C2=CC=C(C=C2)F)N2CC3(C2)[C@H](CC3)O)C(F)(F)F)=C1)(F)F (S)-2-((S)-2-((2,5-bis(trifluoromethyl)pyrazolo[1,5-a]pyrimidin-7-yl)amino)-1-(4-fluorophenyl)ethyl)-2-azaspiro[3.3]heptan-5-ol